o-iodoanisole COC1=CC=CC=C1I